O=C(CC#N)C1=CC=C(C=C1)B1OC(C(O1)(C)C)(C)C 3-oxo-3-(4-(4,4,5,5-tetramethyl-1,3,2-dioxaborolan-2-yl)phenyl)propionitrile